(E)-1-phenyl-3-(p-tolylthio)but-2-en-1-one C1(=CC=CC=C1)C(\C=C(/C)\SC1=CC=C(C=C1)C)=O